ClC1=C(C=C(C=C1)[C@H](NC(=O)N1CC(NCC1)=O)C1=NC(=C(C=C1)F)C(F)(F)F)F |o1:7| N-((S or R)-(4-chloro-3-fluorophenyl)(5-fluoro-6-(trifluoromethyl)pyridin-2-yl)methyl)-3-oxopiperazine-1-carboxamide